7-[4,6-difluoro-1-(p-tolylsulfonyl)indol-5-yl]oxy-1-methoxy-3,4-dihydroisoquinoline FC1=C2C=CN(C2=CC(=C1OC1=CC=C2CCN=C(C2=C1)OC)F)S(=O)(=O)C1=CC=C(C=C1)C